S1C=NC2=C1C=CC(=C2)\C=C/2\C(NC(=N2)NC2=CC1=C(N=CS1)C=C2)=O (Z)-5-(benzo[d]thiazol-5-ylmethylene)-2-(benzo[d]thiazol-6-ylamino)-3,5-dihydro-4H-imidazol-4-one